FC1=C(COC=2C(=CC(=C(C2)C2=CSC(=C2)CO)F)OC)C(=CC=C1F)OC 3-(5-((2,3-difluoro-6-methoxybenzyl)oxy)-2-fluoro-4-methoxyphenyl)-5-(hydroxymethyl)thiophene